CN(C1=NC=2N(C3=CC(=CC=C13)\C=C\C)C=NN2)C2=CC=CC=C2 (E)-N-methyl-N-phenyl-8-(prop-1-en-1-yl)-[1,2,4]triazolo[4,3-a]quinazolin-5-amine